bromoacetonylquinolinium bromide C1=CC=C2C(=C1)C=CC=[N+]2CC(=O)CBr.[Br-]